(2R)-N-((R)-(3-chloro-4-fluorophenyl)(6-(difluoromethoxy)pyridin-3-yl)methyl)-2-methyl-3-oxopiperazine-1-carboxamide ClC=1C=C(C=CC1F)[C@@H](NC(=O)N1[C@@H](C(NCC1)=O)C)C=1C=NC(=CC1)OC(F)F